[Si](C1=CC=CC=C1)(C1=CC=CC=C1)(C(C)(C)C)OCC=1N(C(=NN1)[C@@H]1CC[C@H](CC1)NC(OC(C)(C)C)=O)C tert-Butyl {trans-4-[5-({[tert-butyl(diphenyl)silyl]oxy}methyl)-4-methyl-4H-1,2,4-triazol-3-yl]cyclohexyl}carbamate